(S)-3-bromo-N-(1-(4-bromophenyl)ethyl)benzenesulfonamide BrC=1C=C(C=CC1)S(=O)(=O)N[C@@H](C)C1=CC=C(C=C1)Br